(5-(6-chloro-7-fluoro-3-(1H-imidazol-1-yl)-5-methoxy-1-methyl-1H-indol-2-yl)-1H-1,2,4-triazol-3-yl)(4-methylpiperazin-1-yl)methanone ClC1=C(C=C2C(=C(N(C2=C1F)C)C1=NC(=NN1)C(=O)N1CCN(CC1)C)N1C=NC=C1)OC